tert-Butyl 3-(((benzyloxy)carbonyl)amino)-3-(((methylsulfonyl)oxy)methyl)azetidine-1-carboxylate C(C1=CC=CC=C1)OC(=O)NC1(CN(C1)C(=O)OC(C)(C)C)COS(=O)(=O)C